8-bromodibenzo[b,d]furan BrC=1C=CC2=C(C3=C(O2)C=CC=C3)C1